(3E)-3-hexenyl-magnesium chloride C(C\C=C\CC)[Mg]Cl